O=C1NC(CCC1N1C=C(C=CC1=O)C1=CC=C(CNC(C2=NC=C(C=C2)C=2N=CC3=C(C=CC=C3C2)C2=CC3=C(N(C(N3C)=O)C)C(=C2)C(C)C)=O)C=C1)=O N-(4-(1-(2,6-Dioxopiperidin-3-yl)-6-oxo-1,6-dihydropyridin-3-yl)benzyl)-5-(8-(7-isopropyl-1,3-dimethyl-2-oxo-2,3-dihydro-1H-benzo[d]imidazol-5-yl)isoquinolin-3-yl)picolinamide